2-(1,3-thiazol-4-yl)acetohydrazide S1C=NC(=C1)CC(=O)NN